COCCOC=1C=C2C(=NN(C2=C(C1)[C@@H](C(=O)O)N([C@@H]1C[C@H](CC1)OCCCCC1=NC=2NCCCC2C=C1)C)C)C (S)-2-(5-(2-methoxyethoxy)-1,3-dimethyl-1H-indazol-7-yl)-2-(methyl((1S,3S)-3-(4-(5,6,7,8-tetrahydro-1,8-naphthyridin-2-yl)butoxy)cyclopentyl)amino)acetic acid